C1(=CC=CC=C1)[Si](O[Si](C1=CC=CC=C1)(O[SiH](C)C)O[SiH](C)C)(O[SiH](C)C)O[SiH](C)C 1,3-diphenyltetrakis(dimethylsiloxy)-disiloxane